C1(=CC=CC2=CC=CC=C12)C(C(C1=CC2=CC=CC=C2C=C1)O)O (+)-1-(1-naphthyl)-2-(2-naphthyl)-1,2-ethylene glycol